ClC1=NC2=CC(=C(C=C2C(=N1)NC1CCN(CC1)C1CC1)OC)OCCCN1CCCC1 2-chloro-N-(1-cyclopropylpiperidin-4-yl)-6-methoxy-7-(3-(pyrrolidin-1-yl)propoxy)quinazolin-4-amine